OCCNCC(N)C N-(β-hydroxyethyl)-2-methylethylenediamine